C(=O)(O)[C@H](CC(=O)N1CC2=CC(=C(C=C2C1)OCCCOC1=C(C=C2C(=N1)C=C(S2)C(C[C@@H](C(=O)O)C)=O)OC)OC)C (S)-4-(5-(3-((2-((S)-3-carboxybutanoyl)-6-methoxyisoindolin-5-yl)oxy)propoxy)-6-methoxythieno[3,2-b]pyridin-2-yl)-2-methyl-4-oxobutanoic acid